O1C2=C(CC1)C=C1C(OCC1)=C2 2,3,5,6-tetrahydrobenzo[1,2-b:5,4-b']difuran